Cl.NC1(CCC1)C(=O)OC methyl 1-aminocyclobutane-1-carboxylate hydrochloride